C(C)C1=NC(C2=CC=C(C=C12)C1=C(N=C(S1)NC(=O)N1[C@@H](CCC1)C(=O)N)C)=O (2S)-N1-(5-((R)-3-ethyl-1-oxoisoindol-5-yl)-4-methylthiazol-2-yl)pyrrolidine-1,2-dicarboxamide